3-(3-(4-chloro-3-trifluoromethylphenyl)ureido)-N-(2-hydroxyethyl)-2,3,4,9-tetrahydro-1H-carbazole-5-carboxamide ClC1=C(C=C(C=C1)NC(NC1CCC=2NC=3C=CC=C(C3C2C1)C(=O)NCCO)=O)C(F)(F)F